C(C)(C)(C)[S@@](=O)\N=C/1\C2=CC(=CC=C2CC12CCN(CC2)C(=O)OC(C)(C)C)Cl tert-butyl (R,E)-1-((tert-butylsulfinyl) imino)-6-chloro-1,3-dihydrospiro[indene-2,4'-piperidine]-1'-carboxylate